(Z)-N-((2R,3R,5S,6S)-2,5-dimethyl-6-((E)-3-(4,4,5,5-tetramethyl-1,3,2-dioxaborolan-2-yl)but-2-en-1-yl)tetrahydro-2H-pyran-3-yl)-4-(5-methyl-1,2,4-oxadiazol-3-yl)pent-2-enamide C[C@H]1O[C@H]([C@H](C[C@H]1NC(\C=C/C(C)C1=NOC(=N1)C)=O)C)C\C=C(\C)/B1OC(C(O1)(C)C)(C)C